1-(2-(1,3-dioxolan-2-yl)ethyl)-3-isopropylcyclohexyl acetate C(C)(=O)OC1(CC(CCC1)C(C)C)CCC1OCCO1